N-[5-(hydroxymethyl)-2,2-dimethyl-1,3-dioxan-5-yl]-2-methyl-5-[(pyridin-2-yl)methoxy]-2H-indazole-3-carboxamide OCC1(COC(OC1)(C)C)NC(=O)C=1N(N=C2C=CC(=CC12)OCC1=NC=CC=C1)C